C/C(/C=C)=C/CC=C(C)C (3Z)-3,7-dimethyloct-1,3,6-triene